C1(=CC=CC=C1)CCC[S+](CC[C@@H](NC(CCCCCCCCCCC)=O)C(=O)O)C S-(3-phenyl-propyl)-N-dodecanoyl-D-methionine